Z-β-farnesene CCC(=C)CC\C=C(\C)/CCC=C(C)C